C(C1=CC=CC=C1)N(C(CCl)=O)CC(O)C1=NC=C(C=C1)F N-benzyl-2-chloro-N-[2-(5-fluoro-2-pyridyl)-2-hydroxyethyl]acetamide